FC1=CC=C(C=C1)C1=NN=C(O1)NC=1NC2=C(C=NC(=C2)N2CCC(CC2)S(=O)(=O)C)N1 5-(4-Fluorophenyl)-N-(6-(4-(methylsulfonyl)piperidin-1-yl)-1H-imidazo[4,5-c]pyridin-2-yl)-1,3,4-oxadiazol-2-amine